ClC=1C(=NC=C(C1)F)C(O)([2H])[2H] (3-chloro-5-fluoropyridin-2-yl)methane-d2-ol